C(C1=CC=CC=C1)OC(CCC=C)(C(F)(F)F)C1=NN=C(O1)C1=C(C=C(C(=N1)NC(CO)CC=C)C(F)(F)F)[N+](=O)[O-] 2-[[6-[5-[1-benzyloxy-1-(trifluoromethyl)pent-4-enyl]-1,3,4-oxadiazol-2-yl]-5-nitro-3-(trifluoromethyl)-2-pyridinyl]amino]pent-4-en-1-ol